6-(2-{5-[(3R,5R)-3-amino-5-fluoropiperidine-1-carbonyl]-7-methoxy-1-methyl-1H-1,3-benzodiazol-2-yl}-1-(cyclopropylmethyl)-1H-pyrrolo[2,3-b]pyridin-6-yl)-1,3-dihydro-2-benzofuran-1-one N[C@H]1CN(C[C@@H](C1)F)C(=O)C1=CC2=C(N(C(=N2)C2=CC=3C(=NC(=CC3)C=3C=CC4=C(C(OC4)=O)C3)N2CC2CC2)C)C(=C1)OC